4-(4-(4-((2-(2,6-dioxopiperidin-3-yl)-1-oxoisoindoline-5-yl)methyl)piperazin-1-yl)piperidin-1-yl)-N-(4-methyl-3-((4-(pyridin-3-yl)pyrimidin-2-yl)amino)phenyl)benzamide O=C1NC(CCC1N1C(C2=CC=C(C=C2C1)CN1CCN(CC1)C1CCN(CC1)C1=CC=C(C(=O)NC2=CC(=C(C=C2)C)NC2=NC=CC(=N2)C=2C=NC=CC2)C=C1)=O)=O